ClC1=CC=C2N1C1=CC=CC=C1N=C2C2=CC=C(C=C2)F 1-chloro-4-(4-fluorophenyl)pyrrolo[1,2-a]quinoxaline